N[C@H]1CS(C2=C(N(C1=O)CC1=CC=C(C=C1)Cl)C=C(C(=C2)F)C=2N=NN(N2)C)(=O)=O (3R)-3-amino-5-[(4-chlorophenyl)methyl]-8-fluoro-7-(2-methyltetrazol-5-yl)-1,1-dioxo-2,3-dihydro-1λ6,5-benzothiazepin-4-one